N1,N1-Diethyl-N3-methyl-N3-(4'-(5-(trifluoromethyl)-1,2,4-oxadiazol-3-yl)-2,2'-bipyridin-5-yl)propane-1,3-diamine C(C)N(CCCN(C=1C=CC(=NC1)C1=NC=CC(=C1)C1=NOC(=N1)C(F)(F)F)C)CC